C(CCCCCC(C)C)OC(=O)C1CCC(CC1)C(=O)OCCCCCCC(C)C 1,4-Cyclohexanedicarboxylic acid diisononyl ester